ClC=1C=C(NC2(CCC3([C@@H](CC4=CC=CC=C34)C3=CC(=CC=C3)OC3=CC=CC=C3)CC2)C(=O)O)C=CC1 (1r,2'S,4S)-4-(3-chloroanilino)-2'-(3-phenoxyphenyl)-2',3'-dihydrospiro[cyclohexane-1,1'-indene]-4-carboxylic acid